N,N'-hexamethylenebis(3,5-ditert-butyl-4-hydroxybenzenepropionamide) C(C)(C)(C)C=1C=C(C=C(C1O)C(C)(C)C)CCC(=O)NCCCCCCNC(CCC1=CC(=C(C(=C1)C(C)(C)C)O)C(C)(C)C)=O